ClC(Cl)B(OC(C)C)OC(C)C dichloromethyl-diisopropyloxyborane